methyl-tris(1,1-dimethyl-2-butynyloxy)silane C[Si](OC(C#CC)(C)C)(OC(C#CC)(C)C)OC(C#CC)(C)C